ClC=1C=C(C=CC1F)NC(=O)C1=C2CC[C@@H](C2=C(C=C1)F)NC(OC([2H])([2H])C1=NN(C=N1)C([2H])([2H])[2H])=O (1-(Methyl-d3)-1H-1,2,4-triazol-3-yl)methyl-d2 (S)-(4-((3-chloro-4-fluorophenyl)carbamoyl)-7-fluoro-2,3-dihydro-1H-inden-1-yl)carbamat